C(=O)C1CC=2C=C(C=C(C2C1)C#N)OCC1=NON=C1C 2-formyl-6-[(4-methyl-1,2,5-oxadiazol-3-yl)methoxy]-2,3-dihydro-1H-indene-4-carbonitrile